NC1=C2C(=NC=N1)N(N=C2C2=CC=C(C=C2)OC2=CC=CC=C2)C2CCN(CC2)CC2=C(C=C(C=C2)F)C2C(NC(CC2)=O)=O 3-(2-((4-(4-amino-3-(4-phenoxyphenyl)-1H-pyrazolo[3,4-d]pyrimidin-1-yl)piperidin-1-yl)methyl)-5-fluorophenyl)piperidine-2,6-dione